3-(4-cyclobutylphenyl)-2-methyl-propanal C1(CCC1)C1=CC=C(C=C1)CC(C=O)C